racemic-((5R,9S)-3-(3-(Difluoromethyl)-4-fluorophenyl)-2-methyl-4,5,6,7,8,9-hexahydro-2H-5,9-epiminocycloocta[c]pyrazol-10-yl)(quinolin-6-yl)methanone FC(C=1C=C(C=CC1F)C1=C2C(=NN1C)[C@@H]1CCC[C@H](C2)N1C(=O)C=1C=C2C=CC=NC2=CC1)F |r|